BrC=1C=C2C(=CN(C2=CC1)C1=NOC(=N1)C1=C(C=C(C=C1)OC(C)C)Cl)Cl 3-(5-bromo-3-chloro-1H-indol-1-yl)-5-(2-chloro-4-isopropoxyphenyl)-1,2,4-oxadiazole